CSC1=NC(=NC(=C1)SC)CCO 4,6-dimethylmercaptopyrimidineethanol